OCC1C2C=CC(C1CO)C2 2,3-dihydroxymethyl-5-norbornene